C1=NC2=C(N1)C(=S)NC(=O)N2 6-thio-2-hydroxypurine